N-(2-acrylamidoethyl)-[2,2'-bipyridyl]-5-carboxamide C(C=C)(=O)NCCNC(=O)C=1C=CC(=NC1)C1=NC=CC=C1